methyl 5-[[4-[((trans)-4-cyanotetrahydropyran-3-yl)amino]-5-methyl-pyrimidin-2-yl]amino]-2-(5,5-dimethyl-1,3,2-dioxaborinan-2-yl)-3-methyl-benzoate C(#N)[C@H]1[C@@H](COCC1)NC1=NC(=NC=C1C)NC=1C=C(C(=C(C(=O)OC)C1)B1OCC(CO1)(C)C)C